4-Amino-1-(benzo[b]thiophen-5-yl)-2-oxo-7-(trifluoromethyl)-1,2-dihydroquinoline-3-carboxylic acid methyl ester COC(=O)C=1C(N(C2=CC(=CC=C2C1N)C(F)(F)F)C1=CC2=C(SC=C2)C=C1)=O